[8-Chloro-2,3-dihydro-2-(methoxymethyl)-4H-1,4-benzoxazin-4-yl][2-(1H-1,2,4-triazol-1-yl)-4-pyridinyl]methanone ClC1=CC=CC=2N(CC(OC21)COC)C(=O)C2=CC(=NC=C2)N2N=CN=C2